2-(4-aminophenyl)benzoxazole NC1=CC=C(C=C1)C=1OC2=C(N1)C=CC=C2